4-[1-(2,6-dioxo-3-piperidinyl)-3-methyl-2-oxo-benzoimidazol-5-yl]-3,3-difluoro-2,6-dihydropyridine-1-carboxylic acid tert-butyl ester C(C)(C)(C)OC(=O)N1CC(C(=CC1)C1=CC2=C(N(C(N2C)=O)C2C(NC(CC2)=O)=O)C=C1)(F)F